Hexahydro-1,3-phenylendiisocyanat C1(CC(CCC1)N=C=O)N=C=O